4-(5-(tert-Butoxycarbonyl)pyrimidin-2-yl)-1-methyl-1H-pyrazole-5-carboxylic acid C(C)(C)(C)OC(=O)C=1C=NC(=NC1)C=1C=NN(C1C(=O)O)C